N-(2-fluoro-5-methoxybenzyl)-1-(6-(2-methoxyphenyl)pyridazin-3-yl)piperidin-3-amine FC1=C(CNC2CN(CCC2)C=2N=NC(=CC2)C2=C(C=CC=C2)OC)C=C(C=C1)OC